benzyl (R)-(2-(3-aminopiperidin-1-yl)benzo[d]thiazol-5-yl)carbamate N[C@H]1CN(CCC1)C=1SC2=C(N1)C=C(C=C2)NC(OCC2=CC=CC=C2)=O